C1(C=CC=CC=C1)=O cyclohepta-2,4,6-trien-one